FC=1C=C(CNC(C2=C(C=CC(=C2)N2C=NN=C2)O)=O)C=CC1OC N-(3-fluoro-4-methoxybenzyl)-2-hydroxy-5-(4H-1,2,4-triazol-4-yl)benzamide